[2-(trifluoromethyl)imidazo[1,2-a]pyridin-3-yl]methanone FC(C=1N=C2N(C=CC=C2)C1C=O)(F)F